2,2,2-Trifluoroethyl triflate O(S(=O)(=O)C(F)(F)F)CC(F)(F)F